BrC=1C=C(C2=C(CCC(O2)C)C1)F 6-bromo-8-fluoro-2-methyl-3,4-dihydro-2H-1-benzopyran